(S)-(3-((3-dihydroxyboryl-N-(5,6-diamino-6-oxohexyl)-4-fluorobenzamido)methyl)phenyl)boronic acid OB(C=1C=C(C(=O)N(CCCC[C@@H](C(=O)N)N)CC=2C=C(C=CC2)B(O)O)C=CC1F)O